C(C)(C)(C)OC(=O)N1[C@@H]2[C@@H]([C@@H](C[C@H]1CCC2)OC2=CN=C(N=N2)C2=C(C=C(C=C2)Br)O)F (1S,2S,3R,5R)-3-((3-(4-bromo-2-hydroxyphenyl)-1,2,4-triazin-6-yl)oxy)-2-fluoro-9-azabicyclo[3.3.1]nonane-9-carboxylic acid tert-butyl ester